OC[C@H]1[C@H](OC2=C1C=C(C=C2)\C=C\C)C2=CC=C(C=C2)O (2S,3S)-2,3-dihydro-3-hydroxymethyl-2-(4-hydroxyphenyl)-5-(E)-propenylbenzofuran